tert-Butyl (S)-2-(3-methoxy-3-oxopropyl)pyrrolidine-1-carboxylate COC(CC[C@H]1N(CCC1)C(=O)OC(C)(C)C)=O